C(C)(C)(C)C1=CC=C(C(=N1)OC1=C(C=C(C=C1C)C)C)C(=O)NS(=O)(=O)C=1C(NC=CC1)=O 6-tert-Butyl-N-[(2-oxo-1H-pyridin-3-yl)sulfonyl]-2-(2,4,6-trimethylphenoxy)pyridin-3-carboxamid